FC1=C(O[P@@](=O)(OC2=CC=CC=C2)N[C@@H](CC2=CC=CC=C2)C(=O)OCCCCCCCCCCCCCCCCCCCCCC)C(=C(C(=C1F)F)F)F docosyl ((S)-(perfluorophenoxy)(phenoxy)phosphoryl)-L-phenylalaninate